6-Amino-2-fluoro-3-(2-isopropyl-1',2'-dihydrospiro[cyclopropane-1,3'-pyrrolo[2,3-b]pyridin]-5'-yl)-N,N-dimethylbenzamide NC1=CC=C(C(=C1C(=O)N(C)C)F)C=1C=C2C(=NC1)NCC21C(C1)C(C)C